NC1=NC=C(C=2N=C(N=CC21)NC(C)(C)C)C=2C(N(C=CC2)C)=O (5-amino-2-(tert-butylamino)pyrido[4,3-d]pyrimidin-8-yl)-1-methylpyridin-2(1H)-one